3-(5-(8-(2-hydroxyethoxy)-4-(pyrrolidin-1-ylmethyl)-1,5-naphthyridin-2-yl)-1-oxoisoindolin-2-yl)piperidine-2,6-dione OCCOC=1C=CN=C2C(=CC(=NC12)C=1C=C2CN(C(C2=CC1)=O)C1C(NC(CC1)=O)=O)CN1CCCC1